3-(2-methyl-3-(1,4-benzodioxan-6-yl)anilino)-1-methylindazole CC1=C(NC2=NN(C3=CC=CC=C23)C)C=CC=C1C1=CC2=C(OCCO2)C=C1